4-(1-(3-phenylpropyl)-1H-1,2,3-triazol-4-yl)phenol C1(=CC=CC=C1)CCCN1N=NC(=C1)C1=CC=C(C=C1)O